3-(1,3-dioxolan-2-yl)azetidine O1C(OCC1)C1CNC1